COC(=O)C1CCN(CC1)CCN (2-aminoethyl)piperidine-4-carboxylic acid methyl ester